N[C@@H]1[C@@H](CCCC1)NC(=O)C=1SC=2N=CC=C3N(C(NC1C23)=O)C2=CC(=NC=C2)C2=CC=CC=C2 N-((1R,2S)-2-Aminocyclohexyl)-4-oxo-5-(2-phenylpyridin-4-yl)-4,5-dihydro-3H-1-thia-3,5,8-triazaacenaphthylene-2-carboxamide